O1C(OCC1)C=1C=CC(=NC1)C=1C=NNC1 5-(1,3-dioxolan-2-yl)-2-(1H-pyrazol-4-yl)pyridine